7-nitroquinolin [N+](=O)([O-])C1=CC=C2C=CC=NC2=C1